C(#N)C1=CC=C(CN2C(=NC3=C2C=CC(=C3)C(=O)NCC3=CC=C(C=C3)S(=O)(=O)CC)C(F)(F)F)C=C1 1-(4-cyanobenzyl)-N-(4-(ethylsulfonyl)benzyl)-2-(trifluoromethyl)-1H-benzo[d]imidazole-5-carboxamide